5-methoxy-pyridine-2-carboxylic acid methyl ester COC(=O)C1=NC=C(C=C1)OC